1-(2-(4-chloro-2-(pyrrolidin-1-yl)benzyl)-2,8-diazaspiro[4.5]decane-8-carbonyl)-1H-pyrazole-3-carboxylic acid ClC1=CC(=C(CN2CC3(CC2)CCN(CC3)C(=O)N3N=C(C=C3)C(=O)O)C=C1)N1CCCC1